3-(2-(4,4-difluoropiperidin-1-yl)-4-nitrophenyl)pyridine FC1(CCN(CC1)C1=C(C=CC(=C1)[N+](=O)[O-])C=1C=NC=CC1)F